NC=1C=CC(=NC1C)C1=C(C(=NO1)C)NC(O[C@H](C)C1=C(C=CC=C1)Cl)=O (R)-1-(2-chlorophenyl)ethyl (5-(5-amino-6-methylpyridin-2-yl)-3-methylisoxazol-4-yl)carbamate